2-oxoimidazoline O=C1NCCN1